L-4-methylpyrazole CC=1C=NNC1